2-trifluoromethyl-10-(2-phenylindol-3-yl)-10H-phenothiazine FC(C1=CC=2N(C3=CC=CC=C3SC2C=C1)C1=C(NC2=CC=CC=C12)C1=CC=CC=C1)(F)F